NC=1C2=C(N=CN1)N(C(=C2C2=CC=C(C=C2)C(F)(F)F)C#CC2CN(C2)C2CCN(CC2)C(C=C)=O)C 1-(4-(3-((4-amino-7-methyl-5-(4-(trifluoromethyl)phenyl)-7H-pyrrolo[2,3-d]pyrimidin-6-yl)ethynyl)azetidin-1-yl)piperidin-1-yl)prop-2-en-1-one